diphenyl-(2,4,6-trimethylbenzoyl)phosphorus C1(=CC=CC=C1)P(C(C1=C(C=C(C=C1C)C)C)=O)C1=CC=CC=C1